1,2'-dimethyl-6'-(3-propoxypropyl)-5',6'-dihydro-7'H-spiro[azetidine-3,8'-pyrido[4,3-d]pyrimidin]-7'-one CN1CC2(C(N(CC3=C2N=C(N=C3)C)CCCOCCC)=O)C1